2-{3-[(3s,5r)-3-ethyl-5-methylpiperazin-1-yl]-1,2,4-triazin-6-yl}-5-(2-methyl-2H-[1,2,3]triazolo[4,5-b]pyridin-6-yl)phenol C(C)[C@H]1CN(C[C@H](N1)C)C=1N=NC(=CN1)C1=C(C=C(C=C1)C1=CC=2C(N=C1)=NN(N2)C)O